ClC=1C(=C(C=CC1F)[C@@H](NC(=O)N1[C@@H](C(NCC1)=O)C(F)(F)F)[C@@H]1C[C@H](C1)C(F)(F)F)F |o1:13| (S or R)-N-((S)-(3-chloro-2,4-difluorophenyl)((trans)-3-(trifluoromethyl)cyclobutyl)methyl)-3-oxo-2-(trifluoromethyl)piperazine-1-carboxamide